COC(=O)C=1C=NC(=CC1Cl)C=1C=NN(C1)C 4-Chloro-6-(1-methylpyrazol-4-yl)pyridine-3-carboxylic acid methyl ester